C(C1=CC=CC=C1)NC\C=C\C(F)(F)F (E)-N-benzyl-4,4,4-trifluoro-but-2-en-1-amine